CC(C(=O)O)CC1=CC=C2C(=CC(OC2=C1)=O)C1=C(C=CC=C1)C 2-methyl-3-[4-(o-tolyl)-2-oxo-chromen-7-yl]propanoic acid